O1C2=C(C=C1)C=C1C(OC=C1)=C2 benzo[1,2-b:5,4-b']difuran